1-methyl-5-(4,4,5,5-tetramethyl-1,3,2-dioxaborolan-2-yl)-1H-imidazole CN1C=NC=C1B1OC(C(O1)(C)C)(C)C